1,4-dihydronaphthoquinone C1(C=CC(C2=CC=CC=C12)=O)=O